Propyl propionate C(CC)(=O)OCCC